FC=1C(=C2C(=CC(=CC2=CC1)N)B1OC(C(O1)(C)C)(C)C)C#C[Si](C(C)C)(C(C)C)C(C)C 6-fluoro-4-(4,4,5,5-tetramethyl-1,3,2-dioxaborolan-2-yl)-5-((tris-isopropylsilyl)ethynyl)naphthalen-2-amine